ClC=1C(=CC2=C(N(C(=N2)N2CCC(CC2)C(=O)NC2CCCC2)CC2CCC2)C1)C 6-chloro-1-(cyclobutylmethyl)-5-methyl-1H-benzo[d]imidazol-2-yl-N-cyclopentylpiperidine-4-carboxamide